(7R,14R)-1-(difluoromethoxy)-6-(methyl-d3)-11-(4-(4-methylpiperazin-1-yl)but-1-yn-1-yl)-6,7-dihydro-7,14-methanobenzo[f]benzo[4,5]imidazo[1,2-a][1,4]diazocin-5(14H)-one FC(OC1=CC=CC=2C(N([C@H]3C=4N([C@@H](C21)C3)C3=C(N4)C=CC(=C3)C#CCCN3CCN(CC3)C)C([2H])([2H])[2H])=O)F